N-(2-(3-hydroxy-3-methylbutyl)-6-morpholino-2H-indazol-5-yl)-6-(1H-pyrazol-4-yl)picolinamide OC(CCN1N=C2C=C(C(=CC2=C1)NC(C1=NC(=CC=C1)C=1C=NNC1)=O)N1CCOCC1)(C)C